(R)-1-(benzo[d][1,3]dioxol-5-yl)-N,N-dimethylpropan-2-amine O1COC2=C1C=CC(=C2)C[C@@H](C)N(C)C